BrC1=C2N=C3C(=NC2=CC(=C1)F)C(CC3)=CC=3C=NN(C3)C 5-bromo-7-fluoro-1-((1-methyl-1H-pyrazol-4-yl)methylene)-2,3-dihydro-1H-cyclopenta[b]quinoxaline